1-(4-(3-amino-7-(3-(pyrrolidin-1-yl)propoxy)-1H-indazol-4-yl)naphthalen-1-yl)-3-(m-tolyl)urea NC1=NNC2=C(C=CC(=C12)C1=CC=C(C2=CC=CC=C12)NC(=O)NC=1C=C(C=CC1)C)OCCCN1CCCC1